C1(CC(C(CC1)C(C)C)N1C(N(CC=C1C1=C(C=CC=C1)[N+](=O)[O-])C1=C(C=CC=C1)O)=O)C (-)-menthyl-1-[2-hydroxyphenyl]-4-[2-nitrophenyl]-1,2,3,6-tetrahydropyrimidin-2-one